COC(C=1C=C(C=NC1)C1CN(CCC1=O)C(=O)OC(C)(C)C)OC tert-butyl 3-(5-(dimethoxymethyl)pyridin-3-yl)-4-oxopiperidine-1-carboxylate